NC=1C2=C(N=CN1)N(C=C2)[C@H]2[C@@H]([C@@]([C@H](O2)CCC2=CC=C1C=CC(=NC1=C2)N)(O)C)O (2R,3S,4R,5R)-5-(4-amino-7H-pyrrolo[2,3-d]pyrimidin-7-yl)-2-(2-(2-aminoquinolin-7-yl)ethyl)-3-methyltetrahydrofuran-3,4-diol